O-t-Butyl-L-serine C(C)(C)(C)OC[C@H](N)C(=O)O